4-Hydroxy-N,N-dimethyl-6-(1-methyl-1H-pyrazol-4-yl)pyrazolo[1,5-a]pyridine-3-carboxamide OC=1C=2N(C=C(C1)C=1C=NN(C1)C)N=CC2C(=O)N(C)C